C(C1=CC=CC=C1)N(CC1=CC=CC=C1)CCOC(NCCOCCOCCOC(C(=C)C)=O)=O 2-benzyl-6-oxo-1-phenyl-5,10,13-trioxa-2,7-diazapentadecane-15-yl-methacrylate